4-(6-bromopyrazin-2-yl)-2-methoxy-N-methyl-N-(1-methylpiperidin-4-yl)benzenesulfonamide BrC1=CN=CC(=N1)C1=CC(=C(C=C1)S(=O)(=O)N(C1CCN(CC1)C)C)OC